5-(4-(3-(5-((1r,3r)-3-((5-(5H-pyrido[4,3-b]indol-7-yl)pyridin-2-yl)oxy)cyclobutoxy)pyridin-2-yl)propyl)piperazin-1-yl)-2-(2,6-dioxopiperidin-3-yl)isoindoline C1=NC=CC=2NC=3C=C(C=CC3C21)C=2C=CC(=NC2)OC2CC(C2)OC=2C=CC(=NC2)CCCN2CCN(CC2)C=2C=C1CN(CC1=CC2)C2C(NC(CC2)=O)=O